O=C([C@@H](CC1=CC=CC=C1)NC(OC(C)(C)C)=O)NC1=CC=C(C=C1)C1=C2C(=NC=C1)N(C=C2)S(=O)(=O)C2=CC=CC=C2 (R)-tert-Butyl (1-oxo-3-phenyl-1-((4-(1-(phenylsulfonyl)-1H-pyrrolo[2,3-b]pyridin-4-yl)phenyl)amino)propan-2-yl)carbamate